O1CC[C@H](C2=CC=CC=C12)NC1=CC(N(C(N1)=O)C(C)C)=O (R)-6-(chroman-4-ylamino)-3-isopropylpyrimidine-2,4(1H,3H)-dione